6-chloro-2-(5-(1,1-difluoro-2-methoxyethyl)-4H-1,2,4-triazol-3-yl)-3-(1H-imidazol-1-yl)-5-methoxy-1-methyl-1H-pyrrolo-[3,2-b]pyridine ClC=1C=C2C(=NC1OC)C(=C(N2C)C2=NN=C(N2)C(COC)(F)F)N2C=NC=C2